6-chloro-4-(7-chloro-2-methyl-1-naphthalenyl)-5-hydroxy-2-methyl-3(2H)-pyridazinone ClC=1C(=C(C(N(N1)C)=O)C1=C(C=CC2=CC=C(C=C12)Cl)C)O